C(CCCCCC(C)(C)C)C(=NO)C=NO neodecyl-glyoxime